(2,2-Difluoroethyl)-6-((1-(2',4'-dimethoxy-2-methyl-[4,5'-bipyrimidin]-6-yl)-4,4-difluoropyrrolidin-3-yl)oxy)-1H-pyrazolo[4,3-c]pyridine FC(CN1N=CC=2C=NC(=CC21)OC2CN(CC2(F)F)C2=CC(=NC(=N2)C)C=2C(=NC(=NC2)OC)OC)F